C1OCC12CCN(CC2)C[C@H]2CSC=1C(=C(C=C3C(=NC(N2C13)=O)N1[C@H](CN([C@@H](C1)C)C(C=C)=O)C)Cl)C1=CC=C(C=C1)F (S)-3-(2-oxa-7-azaspiro[3.5]nonan-7-ylmethyl)-7-((2S,5R)-4-acryloyl-2,5-dimethylpiperazin-1-yl)-9-chloro-10-(4-fluorophenyl)-2H-[1,4]thiazino[2,3,4-ij]quinazolin-5(3H)-one